isoamylacetic acid C(CC(C)C)CC(=O)O